NC1CCC(CC1)NC1=NC=C(C=N1)CCC1=C(C=C(C=N1)NS(=O)(=O)C1=C(C=CC=C1)Cl)OC N-(6-(2-(2-(((1r,4r)-4-aminocyclohexyl)amino)pyrimidin-5-yl)ethyl)-5-methoxypyridin-3-yl)-2-chlorobenzenesulfonamide